1-(3-methyloxetan-3-yl)piperazine dihydrochloride Cl.Cl.CC1(COC1)N1CCNCC1